ClC=1C=C(C=2N(N1)C=CN2)C 6-chloro-8-methyl-imidazo[1,2-b]pyridazine